C(=O)(OCC1=CC=CC=C1)N[C@@H](CCCCN)C(=O)O Nα-(Carbobenzyloxy)-L-lysine